1-(3-nitro-5-(trifluoromethyl)phenyl)ethane-1-one [N+](=O)([O-])C=1C=C(C=C(C1)C(F)(F)F)C(C)=O